CC1=C(C=CC(=C1)C)C=1C=C2C=NN(C(C2=CC1)=O)C1=CC=NC=C1 6-(2,4-Dimethylphenyl)-2-(pyridin-4-yl)phthalazin-1(2H)-one